C(C1=CC=CC=C1)OC1=C(C=C(C=C1)C1(CCCCC1)C#N)[N+](=O)[O-] 1-(4-(Benzyloxy)-3-nitrophenyl)cyclohexane-1-carbonitrile